tert-butyl-(S)-2-methyl-4-oxopiperidine-1-carboxylic acid C(C)(C)(C)[C@]1(N(CCC(C1)=O)C(=O)O)C